tert-hexyl bromide C(C)(C)(CCC)Br